CN1N=NC(=C1NC(O[C@H](C)C=1C(=NC=CC1)Cl)=O)C1=NC=C(C=C1)NC(=O)C1(CCC1)C(F)(F)F (R)-1-(2-chloropyridin-3-yl)ethyl (1-methyl-4-(5-(1-(trifluoromethyl) cyclobutane-1-carboxamido) pyridin-2-yl)-1H-1,2,3-triazol-5-yl)carbamate